NC=1N=C(C2=C(N1)C=C(C=N2)C2=CC(N(C=C2)C2CCN(CC2)C)=O)N[C@@](CO)(CCCC)C (R)-4-(2-amino-4-((1-hydroxy-2-methylhex-2-yl)amino)pyrido[3,2-d]Pyrimidine-7-yl)-1-(1-methylpiperidin-4-yl)pyridin-2(1H)-one